N[C@@H]1CC[C@H](CC1)OC1=CC=2\C(\C(C=3C(=NC=NC3C2S1)N)(C)C)=N/OC (6Z)-8-(trans-4-aminocyclohexoxy)-6-methoxyimino-5,5-dimethyl-thieno[3,2-h]quinazolin-4-amine